C1=CC=CC=2C3=CC=CC=C3C(C12)COC(=O)NC(C(=O)O)CC1=CC(=C(C=C1)OC(C)(C)C)I 2-((((9H-Fluoren-9-yl)methoxy)carbonyl)amino)-3-(4-(tert-butoxy)-3-iodophenyl)propionic acid